C(C)(C)(C)OC(=O)N1CCC(CC1)C#CC(=O)O 3-[1-(tert-butoxycarbonyl)piperidin-4-yl]prop-2-ynoic acid